1-(tert-butoxycarbonyl)-4-(3-(cyclopropylmethoxy)-4-(difluoromethoxy)phenyl)-2,5-dihydro-1H-pyrrole-2-carboxylic acid C(C)(C)(C)OC(=O)N1C(C=C(C1)C1=CC(=C(C=C1)OC(F)F)OCC1CC1)C(=O)O